The molecule is a nucleotide-sugar oxoanion that is the conjugate base of dTDP-D-ravidosamine arising from deprotonation of the diphosphate OH groups and protonation of the tertiary amino group; major microspecies at pH 7.3. It is a conjugate base of a dTDP-D-ravidosamine. C[C@@H]1[C@@H]([C@@H]([C@H]([C@H](O1)OP(=O)([O-])OP(=O)([O-])OC[C@@H]2[C@H](C[C@@H](O2)N3C=C(C(=O)NC3=O)C)O)O)[NH+](C)C)O